NC=1C=C(C=CC1N)C1=CC=CC=C1C(F)(F)F 3',4'-diamino-6-(trifluoromethyl)-[1,1'-biphenyl]